3-chloro-6-[2-(dimethylphosphoryl)pyrimidin-5-yl]-7-fluoro-N-[(1R)-1-(2-fluorophenyl)ethyl]-2-methylquinolin-4-amine ClC=1C(=NC2=CC(=C(C=C2C1N[C@H](C)C1=C(C=CC=C1)F)C=1C=NC(=NC1)P(=O)(C)C)F)C